CN[C@@H]1COCC2=CC(=CC=C12)C=1C=NC=CC1 (S)-N-methyl-7-(pyridin-3-yl)isochroman-4-amine